(S)-1-((3-Chloro-5-fluoro-2-methylphenyl)sulfonyl)-N-phenylpyrrolidine-2-carboxamide ClC=1C(=C(C=C(C1)F)S(=O)(=O)N1[C@@H](CCC1)C(=O)NC1=CC=CC=C1)C